ClC1=NC=C(C=C1N)C 2-chloro-5-methylpyridin-3-amine